C(C)(C)(C)OC(=O)N1CCC2(C(N3[C@H](O2)C(C[C@H]3C3=CC=CC=C3)O)=O)CC1 (5'S,7a'R)-7'-hydroxy-3'-oxo-5'-phenyltetrahydro-3'H-spiro[piperidine-4,2'-pyrrolo[2,1-b]oxazole]-1-carboxylic acid tert-butyl ester